O[C@H](COC=1C=C(C=CC1)S(=O)(=O)NC)CNC1COC2(C1)CCN(CC2)S(=O)(=O)C=2SC(=CC2)C2=CC(=NN2C)C(F)(F)F 3-((2S)-2-hydroxy-3-(8-(5-(1-methyl-3-(trifluoromethyl)-1H-pyrazol-5-yl)thiophen-2-ylsulfonyl)-1-oxa-8-azaspiro[4.5]decan-3-ylamino)propoxy)-N-methylbenzenesulfonamide